F[C@@H]1CN(C[C@@H]1F)C1=CC(=NC=2N1N=CN2)C=2C(=NC(=NC2)OC)OC 7-((3R,4S)-3,4-difluoropyrrolidin-1-yl)-5-(2,4-dimethoxypyrimidin-5-yl)-[1,2,4]triazolo[1,5-a]pyrimidine